4-(3-phenylisoxazolidin-2-yl)-N-(1-(piperidin-4-yl)-1H-pyrazol-4-yl)-5-(triFluoromethyl)pyrimidin-2-amine C1(=CC=CC=C1)C1N(OCC1)C1=NC(=NC=C1C(F)(F)F)NC=1C=NN(C1)C1CCNCC1